COC1=CC=C(C=C1)C(C(C)NC(C(C)NC(C1=NC=CC(=C1O)OC)=O)=O)C1=CC=C(C=C1)OC N-(1-((1,1-bis(4-methoxyphenyl)propan-2-yl)amino)-1-oxopropan-2-yl)-3-hydroxy-4-methoxypicolinamide